ClC1=C(C(=CC=C1)F)NC(C1=C(C=C(C(=C1)F)N1N=C(N(C1=O)C)C(C)(C)O)O[C@H](C(F)(F)F)C)=O N-(2-chloro-6-fluorophenyl)-5-fluoro-4-[3-(2-hydroxypropan-2-yl)-4-methyl-5-oxo-4,5-dihydro-1H-1,2,4-triazol-1-yl]-2-{[(2S)-1,1,1-trifluoropropan-2-yl]oxy}benzamide